C(C1=CC=CC=C1)OC1=C2C3=C(NC2=CC=C1)C=NC(=C3COC)C(=O)NCCC 5-(benzyloxy)-4-(methoxymethyl)-N-propyl-9H-pyrido[3,4-b]indole-3-carboxamide